O=C(CC)C1=CC=C(OC2=NC=CC=C2C(=O)O)C=C1 2-[4-(1-oxopropyl)phenoxy]-3-picolinic acid